C(C)(=O)/C(/C(=O)Cl)=C\C1=CC(OC)=C(O)C(OC)=C1 acetyl-sinapic acid chloride